CC1=CC2=C(OC3(CNS2(=O)=O)CCOCC3)N=C1 8'-methyl-2,2',3,3',5,6-hexahydrospiro[pyran-4,4'-pyrido[2,3-b][1,4,5]oxathiazepine] 1',1'-dioxide